CC=1N=C(C2=C(N1)C1=C(O2)C=CC=C1)N1[C@@H](C[C@@H](C1)CC(NC1=CC(=CC=C1)C(F)(F)F)=O)C(=O)O (2S,4R)-1-(2-methylbenzofuro[3,2-d]pyrimidin-4-yl)-4-(2-oxo-2-((3-(trifluoromethyl)phenyl)amino)ethyl)pyrrolidine-2-carboxylic acid